ClC=1C=C2C(=NC=NC2=C(C1)C(F)(F)F)N[C@@H](C)C1=NC=NN1C1=CC(=NC=N1)C(=O)OC methyl 6-[5-[(1S)-1-[[6-chloro-8-(trifluoromethyl)quinazolin-4-yl]amino]ethyl]-1,2,4-triazol-1-yl]pyrimidine-4-carboxylate